C1(CC1)C1=C(C=CC=C1)C1=C(C=CC(=C1)F)OC=1C(=NC=NC1)N1CC2(CCN(C2)CC2=CC3=C(NC(N3)=O)C=C2)CC1 5-((7-(5-((2'-cyclopropyl-5-fluoro-[1,1'-biphenyl]-2-yl)oxy)pyrimidin-4-yl)-2,7-diazaspiro[4.4]nonan-2-yl)methyl)-1H-benzo[d]imidazol-2(3H)-one